C(C)(C)(C)C1N(CC[C@H]([C@H]1O)NC1=NN2C(C=N1)=C(N=C2C2(CCC2)CC)Cl)C(=O)OCC(C)(C)C tertiary butyl-methanol tert-butyl-(3R,4R)-4-{[5-chloro-7-(1-ethylcyclobutyl)imidazo[4,3-f][1,2,4]triazin-2-yl]amino}-3-hydroxypiperidine-1-carboxylate